CS(=O)(=O)OC1CCC2(OCCO2)CC1 1,4-dioxaspiro[4.5]decane-8-yl methanesulfonate